C(C)OC(=O)N1CCN(CCC1)C1CCC(CC1)(C=1SC=CC1)C#N 4-[4-cyano-4-(thien-2-yl)cyclohexyl]-1,4-diazepan-1-carboxylic acid ethyl ester